ClC1=NC=C2C(=N1)N(N=C2C)[C@H]2CC[C@H](CC2)C(=O)OC methyl (cis)-4-(6-chloro-3-methyl-1H-pyrazolo[3,4-d]pyrimidin-1-yl)cyclohexane-1-carboxylate